4-[[2-(2-hydroxyethylthio)phenyl]methyl]-1-methyl-pyrazole-3-carboxylic acid methyl ester COC(=O)C1=NN(C=C1CC1=C(C=CC=C1)SCCO)C